NC=1C(=CC(=NC1)F)P(C)(C)=O (5-Amino-2-fluoropyridin-4-yl)dimethylphosphine oxide